C(#N)C1=C(CC2(C(N(C=C2)C)C)C(=O)NC=2C=C3C=NN(C3=CC2)C2OCCCC2)C=CC=C1 3-(2-cyanobenzyl)-1,2-dimethyl-N3-(1-tetrahydro-2H-pyran-2-yl-1H-indazol-5-yl)-1H-pyrrole-3-carboxamide